2-bromo-4-(((tert-butyldimethylsilyl)oxy)methyl)thiazole BrC=1SC=C(N1)CO[Si](C)(C)C(C)(C)C